FC1=CC(=C(C=C1)NC1=C(C(=O)NC=2C(=NC(=C(C2)F)OC)C)C=C(C=C1)C(F)(F)F)C 2-((4-fluoro-2-methylphenyl)-amino)-N-(5-fluoro-6-methoxy-2-methylpyridin-3-yl)-5-(trifluoromethyl)-benzamide